C(C(C)O)O.[Mo] molybdenum 1,2-propylene glycol